4-Chloro-N-(3,5-dimethoxyphenyl)-2-ethynyl-N-(2-oxo-1-(2,2,2-trifluoroethyl)pyrrolidin-3-yl)thiazole-5-carboxamide ClC=1N=C(SC1C(=O)N(C1C(N(CC1)CC(F)(F)F)=O)C1=CC(=CC(=C1)OC)OC)C#C